(6S)-2,3-Dihydroxy-6-isopropyl-10-oxo-5H,6H-pyrido[1,2-h]1,7-naphthyridine-9-carboxylic acid OC1=NC=2C=3N([C@@H](CC2C=C1O)C(C)C)C=C(C(C3)=O)C(=O)O